isopropyl (3S)-4-[2-[2-[[3-(2-amino-6-chloro-pyrimidin-4-yl)-1-(difluoromethyl)pyrazol-4-yl]methyl]phenoxy]ethyl]morpholine-3-carboxylate NC1=NC(=CC(=N1)C1=NN(C=C1CC1=C(OCCN2[C@@H](COCC2)C(=O)OC(C)C)C=CC=C1)C(F)F)Cl